CC(C[C@H](C(=O)OC)OS(=O)(=O)C)C methyl (2R)-4-methyl-2-methylsulfonyloxy-pentanoate